6-isopropoxy-2-nitro-3-vinylpyridine C(C)(C)OC1=CC=C(C(=N1)[N+](=O)[O-])C=C